2'-O-aminoethyluridine NCCO[C@H]1[C@@H](O[C@@H]([C@H]1O)CO)N1C(=O)NC(=O)C=C1